ClC1=C(C=C(C(=C1)F)C1=NC=NC2=CC(=CC=C12)N1CCOCC1)C(O)C1=NC=NC=C1OC [2-Chloro-4-fluoro-5-(7-morpholin-4-yl-quinazolin-4-yl)-phenyl]-(5-methoxy-pyrimidin-4-yl)-methanol